O1CCC(=CC1)C=1C=C(C(=NC1)N1CCC(CC1)N1C2=C(N(C(C1=O)=O)C)C=C(C=N2)F)F 4-(1-(5-(3,6-dihydro-2H-pyran-4-yl)-3-fluoropyridin-2-yl)piperidin-4-yl)-7-fluoro-1-methyl-1,4-dihydropyrido[2,3-b]pyrazine-2,3-dione